C(CC)O[Si](CCCNC(=O)N)(OCCC)OCCC N-(3-tripropoxysilylpropyl)urea